3-nitrooxypropanol [N+](=O)([O-])OCCCO